COC1CCN(CC1)CC[C@H](CSC1=CC=CC=C1)NC1=C(C=C(C=C1)S(=O)(=O)N)S(=O)(=O)C(F)(F)F (R)-4-((4-(4-methoxypiperidin-1-yl)-1-(phenylthio)butan-2-yl)amino)-3-((trifluoromethyl)sulfonyl)benzenesulfonamide